6-(5-(azetidin-3-ylmethoxy)-3-isopropyl-1H-indol-2-yl)-7,8-dimethyl-[1,2,4]triazolo[4,3-a]pyridine N1CC(C1)COC=1C=C2C(=C(NC2=CC1)C=1C(=C(C=2N(C1)C=NN2)C)C)C(C)C